COCCCN 3-methoxy-propan-1-amine